CN(C1(CN(C1)C(=O)[C@@H]1CC2=C(CN1C(C)C)NC(=N2)C2=NNC1=CC(=CC=C21)C2=C(C=C(C(=C2)F)O)CC)C)C (S)-(3-(dimethylamino)-3-methylazetidin-1-yl)(2-(6-(2-ethyl-5-fluoro-4-hydroxyphenyl)-1H-indazol-3-yl)-5-isopropyl-4,5,6,7-tetrahydro-3H-imidazo[4,5-c]pyridin-6-yl)methanone